CS(=O)(=O)N1CCN(CC1)C=1C=C(CN2CCCC23CCN(CC3)C(=O)OC(C(F)(F)F)C(F)(F)F)C=C(C1)C(F)(F)F 1,1,1,3,3,3-hexafluoropropan-2-yl 1-(3-(4-(methylsulfonyl) piperazin-1-yl)-5-(trifluoromethyl) benzyl)-1,8-diazaspiro[4.5]decane-8-carboxylate